1-cyclopentyl-5-(2-ethylphenyl)-1H-pyrazole-3-carboxylic acid C1(CCCC1)N1N=C(C=C1C1=C(C=CC=C1)CC)C(=O)O